3-Amino-4-(3-hydroxy-2,6-dimethylphenyl)-1,5-naphthyridine-2-carboxamide NC=1C(=NC2=CC=CN=C2C1C1=C(C(=CC=C1C)O)C)C(=O)N